ClC=1C(=CC(=NC1)NC(=O)C1CCN(CC1)CC1=CC(=CC=C1)N1C(NC(CC1)=O)=O)C1=C2N(N=C1)CC(C2)(C)C N-(5-chloro-4-(5,5-dimethyl-5,6-dihydro-4H-pyrrolo[1,2-b]pyrazol-3-yl)pyridin-2-yl)-1-(3-(2,4-dioxotetrahydropyrimidin-1(2H)-yl)benzyl)piperidine-4-carboxamide